4-(1-methyl-5-{[5-(oxetan-3-yl)-4H,5H,6H,7H-pyrazolo[1,5-a]pyrazin-2-yl]amino}-6-oxo-1,6-dihydropyridin-3-yl)pyridine-3-carbaldehyde CN1C=C(C=C(C1=O)NC1=NN2C(CN(CC2)C2COC2)=C1)C1=C(C=NC=C1)C=O